C(CCCNCCCCCCN)CCN BIS(HEXAMETHYLENE)TRIAMINE